deoxy-2'(S)-deutero-uridine [2H][C@@H]1[C@@H](O[C@@H]([C@H]1O)CO)N1C(=O)NC(=O)C=C1